O=C1NC(CCC1C=1C=C(C=CC1)N1CCC(CC1)N(C(OC(C)(C)C)=O)C)=O tert-butyl N-[1-[3-(2,6-dioxo-3-piperidyl)phenyl]-4-piperidyl]-N-methyl-carbamate